tert-butyl 7-((3-(trifluoromethyl) benzyl) oxy)-3,4-dihydroisoquinoline-2(1H)-carboxylate FC(C=1C=C(COC2=CC=C3CCN(CC3=C2)C(=O)OC(C)(C)C)C=CC1)(F)F